FC1(CC12CC(C2)NC(=O)NCC2=CC(=CC=C2)C(F)(F)F)F 1-(1,1-Difluoro-spiro[2.3]hex-5-yl)-3-(3-trifluoromethyl-benzyl)-urea